methyl didodecylcarbamate C(CCCCCCCCCCC)N(C(OC)=O)CCCCCCCCCCCC